methyl 2'-oxospiro[cyclopropane-1,3'-indoline]-6'-carboxylate O=C1NC2=CC(=CC=C2C12CC2)C(=O)OC